N-(3-fluoro-7,7-bis(hydroxymethyl)-4-methyl-8-oxo-5,6,7,8-tetrahydro-naphthalen-1-yl)acetamide FC=1C=C(C=2C(C(CCC2C1C)(CO)CO)=O)NC(C)=O